2-(4-(2-(4,5-Dihydropyrrolo[1,2-a]quinoxalin-4-yl)phenyl)piperazin-1-yl)-N,N-dimethylethan-1-amine C1=CC=C2N1C1=CC=CC=C1NC2C2=C(C=CC=C2)N2CCN(CC2)CCN(C)C